BrCC1(CC(C(O1)=O)=C)C1=C(C=CC=C1)F 5-(bromomethyl)-5-(2-fluorophenyl)-3-methylenedihydrofuran-2(3H)-one